C(C)(C)(C)OC(=O)N1C[C@H]([C@@H](CC1)C1=NC(=CC=C1)OCC1=C(C=C(C=C1)Cl)F)O.C(C)C1(C(=C(C(C1)=O)C)C)C 4-ethyl-2,3,4-trimethylcyclopent-2-en-1-one tert-butyl-trans-4-(6-((4-chloro-2-fluorobenzyl)oxy)pyridin-2-yl)-3-hydroxypiperidine-1-carboxylate